Cl.ClC=1C=C(C=CC1C(C)C)CN (3-chloro-4-isopropylphenyl)methylamine hydrochloride